(S)-5-((2-(dimethylamino)-1-(tetrahydro-2H-pyran-4-yl)ethyl)carbamoyl)-6,6-dimethyl-3-(4-nitrobenzamido)-5,6-dihydropyrrolo[3,4-c]pyrazole-1(4H)-carboxylic acid ethyl ester C(C)OC(=O)N1N=C(C2=C1C(N(C2)C(N[C@H](CN(C)C)C2CCOCC2)=O)(C)C)NC(C2=CC=C(C=C2)[N+](=O)[O-])=O